1-(2-(((2-chloro-5-methoxypyrimidin-4-yl)amino)methyl)-6-cyclopropylimidazo[1,2-a]pyridin-8-yl)-3-methylimidazolidine-2,4-dione ClC1=NC=C(C(=N1)NCC=1N=C2N(C=C(C=C2N2C(N(C(C2)=O)C)=O)C2CC2)C1)OC